OC1=CC(=CC=2C(C3=CC=CC(=C3C(C12)=O)O)(C)C)CO 1,8-dihydroxy-3-(hydroxymethyl)-10,10-dimethylanthracene-9(10H)-one